ClC1=NC=CC(=C1)OC1=C(N=C(S1)NC(OC(C)(C)C)=O)C1=NC(=CC=C1)C tert-butyl (5-((2-chloropyridin-4-yl)oxy)-4-(6-methylpyridin-2-yl)thiazol-2-yl)carbamate